FC(OC1=C(C=CC(=C1)N1CCC(CC1)N1CCN(CCC1)C)NC1=NC=C(C(=N1)NC1=C(SC=C1)C(=O)N)C(F)(F)F)F 3-((2-((2-(difluoromethoxy)-4-(4-(4-methyl-1,4-diazepan-1-yl)-piperidin-1-yl)phenyl)amino)-5-(trifluoromethyl)pyrimidin-4-yl)-amino)thiophene-2-carboxamide